Racemic-ethyl 2-(quinuclidin-3-yl)acetate N12C[C@@H](C(CC1)CC2)CC(=O)OCC |r|